C(CCCCCCCCCCC)(=O)[O-].C(CCCCCCCCCCC)(=O)[O-].C(CCCCCCCCCCC)(=O)[O-].C(CCCCCCC)[Sn+3] octyl-tin trilaurate